NC1=C(C=NN1CC1=CC(=CC=C1)C(F)(F)F)C(=O)N1C[C@@]2(CCC1)C1=C(NC(O2)=O)C=CC(=C1F)Cl (R)-1'-(5-Amino-1-(3-(trifluoromethyl)benzyl)-1H-pyrazole-4-carbonyl)-6-chloro-5-fluorospiro[benzo[d][1,3]oxazine-4,3'-piperidin]-2(1H)-one